N-((2R,3S)-2-((((CIS)-4-phenyl-cyclohexyl)oxy)methyl)-1-(pyridin-3-yl)pyrrolidin-3-yl)methanesulfonamide C1(=CC=CC=C1)[C@H]1CC[C@H](CC1)OC[C@@H]1N(CC[C@@H]1NS(=O)(=O)C)C=1C=NC=CC1